(2S,3S,4S,5R)-4-(benzyloxy)-5-(((R)-2,2-dimethyl-1,3-dioxolan-4-yl)methyl)-2-((4-methoxybenzyloxy)tetrahydrofuran-2-yl)-1-(furan-2-yl)ethan-1-ol C(C1=CC=CC=C1)OC=1C=C(OC1C[C@@H]1OC(OC1)(C)C)C(C[C@@]1(OCCC1)OCC1=CC=C(C=C1)OC)O